N1N=CC=2C1=NC=C(C2)NC=2N=CC1=C(N2)N(C(C=C1C)=O)C1CC(CC1)(F)F 2-((1H-pyrazolo[3,4-b]pyridin-5-yl)amino)-8-(3,3-difluorocyclopentyl)-5-methylpyrido[2,3-d]pyrimidin-7(8H)-one